C(C)(C)(C)C=1SC(=CN1)C(=O)NCC1=C(C=C(C=C1)C1=NC(=NC=C1)NC=1SC(=NN1)C)C 2-(tert-butyl)-N-(2-methyl-4-(2-((5-methyl-1,3,4-thiadiazol-2-yl)amino)pyrimidin-4-yl)benzyl)thiazole-5-carboxamide